methyl-5,7-dihydro-4H-benzothiophen-6-amine hydrochloride Cl.CC=1SC2=C(C1)CCC(C2)N